tert-butyl (2-((4-(3-(2-oxa-6-azaspiro[3.3]heptan-6-yl)phenyl)thiazol-2-yl)amino)-2-oxoethyl)carbamate C1OCC12CN(C2)C=2C=C(C=CC2)C=2N=C(SC2)NC(CNC(OC(C)(C)C)=O)=O